CC1=NC(=CC=N1)N1[C@@H](COCC1)C 2-methyl-6-[(3R)-3-methylmorpholin-4-yl]Pyrimidine